2-hydroxy-5-nitro-3-trifluoromethylpyridine OC1=NC=C(C=C1C(F)(F)F)[N+](=O)[O-]